7-bromo-[1,2,4]triazolo[4,3-c]pyrimidine BrC1=CC=2N(C=N1)C=NN2